pyrrolidine-3(R)-carboxylic acid methyl ester COC(=O)[C@H]1CNCC1